[Si](C)(C)(C(C)(C)C)OCC1N(CCCC1O)C(=O)[O-] 2-({[tert-butyl(dimethyl)silyl]oxy}methyl)-3-hydroxypiperidine-1-carboxylate